(1S*,2R*,3R*,7S*,8R*)-4-benzyl-1-benzylaminocarbonyl-2-benzyl-4,10-diazatricyclo[5.3.1.03,8]undeca-9-ene C(C1=CC=CC=C1)N1[C@@H]2[C@H]([C@]3(N=C[C@@H]2[C@@H](CC1)C3)C(=O)NCC3=CC=CC=C3)CC3=CC=CC=C3 |o1:8,9,10,13,14|